IC=1C=C(C=CC1)C(C(=O)N)CC (3-iodophenyl)butanamide